C(C)(=O)OC1(CN(C1)CC1=NC=C(C=C1)Br)C 1-((5-bromopyridin-2-yl)methyl)-3-methylazetidin-3-yl acetate